C1(=CC(=CC=C1)C#N)C 3-Toluonitrile